tetraethyl ethylene bisphosphonate P(O)(O)=O.P(O)(O)=O.C(C)C(=C(CC)CC)CC